5-(((2-ethyl-4-(4-methylpiperazin-1-yl)quinolin-7-yl)oxy)methyl)tetrahydrofuran-3,4-diol C(C)C1=NC2=CC(=CC=C2C(=C1)N1CCN(CC1)C)OCC1C(C(CO1)O)O